(E)-3-(3-Chloropropan-1-en-1-yl)-2-methoxypyridine ClC/C=C/C=1C(=NC=CC1)OC